1-nonyl-3-vinylimidazolium C(CCCCCCCC)N1C=[N+](C=C1)C=C